ClC=1C=C(C(=C(C1)B(O)O)C)[N+](=O)[O-] 5-CHLORO-2-METHYL-3-NITROBENZENEBORONIC ACID